FC(C(C(C(C(C(F)(F)F)(C(F)(F)F)F)(F)F)(F)F)(F)F)(CC(CC(C(=O)O)=C)O)F 3-(perfluoro-5-methyl-hexyl)-2-hydroxypropyl-acrylic acid